(8-(3-ethyl-6-methyl-5-oxo-4,5,6,7-tetrahydro-1H-pyrazolo[3,4-c]pyridin-1-yl)isoquinolin-3-yl)picolinamide C(C)C1=NN(C=2CN(C(CC21)=O)C)C=2C=CC=C1C=C(N=CC21)C=2C(=NC=CC2)C(=O)N